isobutylaminocarbonylthymine C(C(C)C)NC(=O)CC=1C(NC(NC1)=O)=O